methyl 2-{[(4-cyclohexyl-1-piperazinyl)carbonyl]amino}benzoate C1(CCCCC1)N1CCN(CC1)C(=O)NC1=C(C(=O)OC)C=CC=C1